5-[4-amino-5-(trifluoromethyl)pyrrolo[2,1-f][1,2,4]triazin-7-yl]-N-[(3S,4S)-1-(3,3-difluoro-cyclopentanecarbonyl)-4-methylpyrrolidin-3-yl]-2-methylpyridine-3-carboxamide NC1=NC=NN2C1=C(C=C2C=2C=C(C(=NC2)C)C(=O)N[C@@H]2CN(C[C@@H]2C)C(=O)C2CC(CC2)(F)F)C(F)(F)F